4-fluoro-3-methyltetrahydrofuran FC1C(COC1)C